N=1C=NN2C1C1=C(C(=C2)C2=C(C3=C(N2)SC(=C3)C(=O)N(C3=CC=NC=C3)C)C(C)C)CCC1 5-(8,9-Dihydro-7H-cyclopenta[c][1,2,4]triazolo[1,5-a]pyridin-6-yl)-4-isopropyl-N-methyl-N-(pyridin-4-yl)-6H-thieno[2,3-b]pyrrole-2-carboxamide